ClC1=C(C(=O)N[C@H](C(=O)O)CC=2C=CC(=C3C=CC=NC23)C=2C(N(C(=CC2)C)C)=O)C(=CC=C1)Cl (S)-2-(2,6-dichlorobenzoylamino)-3-(5-(1,6-dimethyl-2-oxo-1,2-dihydropyridin-3-yl)quinolin-8-yl)propionic acid